C(=O)O.C1(CC1)C1=CC=2N(C=C1NC(=O)N1CCC=3C1=NC=CC3N3CCNC1(CC1)C3)C=C(N2)C N-(7-cyclopropyl-2-methylimidazo[1,2-a]pyridin-6-yl)-4-(4,7-diazaspiro[2.5]octan-7-yl)-2,3-dihydro-1H-pyrrolo[2,3-b]pyridine-1-carboxamide formate